N1CCC(CC1)C1=NNC2=CC=CC=C12 3-(Piperidin-4-yl)-1H-indazol